4-(2-((6-(isoindolin-2-ylmethyl)-4-oxo-4H-pyran-3-yl)oxy)ethyl)-N,N-dimethylbenzamide C1N(CC2=CC=CC=C12)CC1=CC(C(=CO1)OCCC1=CC=C(C(=O)N(C)C)C=C1)=O